tert-butyl N-[(1S)-5-[2-(2-aminopyridin-3-yl)-7-cyano-5-(pyrazol-1-yl)imidazo[4,5-b]pyridin-3-yl]-2,3-dihydro-1H-inden-1-yl]carbamate NC1=NC=CC=C1C1=NC=2C(=NC(=CC2C#N)N2N=CC=C2)N1C=1C=C2CC[C@@H](C2=CC1)NC(OC(C)(C)C)=O